CS(=O)(=O)OC1=C(C(=CC=C1)CO)CO 3-methylsulfonyloxy-1,2-benzenedimethanol